C(C)(C)(C)OC(CC1OC(OC(C1)CCN)(C)C)=O 6-aminoethyl-2,2-dimethyl-1,3-dioxane-4-acetic acid tert-butyl ester